[1,1'-biphenyl]-4-yl-(4-(difluoromethyl)quinolin-2-yl)(phenyl)phosphorus C1(=CC=C(C=C1)P(C1=CC=CC=C1)C1=NC2=CC=CC=C2C(=C1)C(F)F)C1=CC=CC=C1